tert-butyl ((5-fluoro-2-(2,2,2-trifluoroethoxy)pyridin-4-yl)methyl)carbamate FC=1C(=CC(=NC1)OCC(F)(F)F)CNC(OC(C)(C)C)=O